C1(CC1)N1N=CC(=C1)NC1=NC=CC(=N1)C1=CN(C2=CC(=CC=C12)NC(C=C)=O)C N-[3-[2-[(1-cyclopropylpyrazol-4-yl)amino]pyrimidin-4-yl]-1-methyl-indol-6-yl]prop-2-enamide